5-((3-(cis-3-(3-cyclopropyl-4-(7-(piperidin-4-yl)quinoxalin-2-yl)-1H-pyrazol-1-yl)cyclobutyl)propyl)amino)-2-(2,6-dioxopiperidin-3-yl)isoindoline-1,3-dione C1(CC1)C1=NN(C=C1C1=NC2=CC(=CC=C2N=C1)C1CCNCC1)[C@H]1C[C@H](C1)CCCNC=1C=C2C(N(C(C2=CC1)=O)C1C(NC(CC1)=O)=O)=O